1-(5-chloro-2-methyl-1,3-benzothiazol-6-yl)-3-[(1S)-1-(2-pyrimidin-2-yl-1,2,4-triazol-3-yl)ethyl]urea ClC=1C(=CC2=C(N=C(S2)C)C1)NC(=O)N[C@@H](C)C=1N(N=CN1)C1=NC=CC=N1